C1(CC1)C=1C=NN(C1CO[C@H]1[C@@H]2CN([C@H](C1)C2)C2=CC=C(C(=O)O)C=C2)C2=C(C=CC=C2Cl)Cl 4-[(1S,4S,5R)-5-[[4-cyclopropyl-1-(2,6-dichlorophenyl)-1H-pyrazol-5-yl]methoxy]-2-azabicyclo[2.2.1]heptan-2-yl]benzoic acid